CC(CCC=CC)(C)C 6,6-dimethyl-2-heptene